4-(6-methoxy-3H-benzo[d]imidazol-5-yl)morpholine COC=1C(=CC2=C(N=CN2)C1)N1CCOCC1